NC=1N=NC(=CC1N1C[C@H]2CC[C@@H](C1)N2C2=NC=C(C=N2)N2CCN(CC2)C(=O)OCC2=CC=CC=C2)Cl benzyl 4-[2-[(1R,5S)-3-(3-amino-6-chloro-pyridazin-4-yl)-3,8-diazabicyclo[3.2.1]octan-8-yl]pyrimidin-5-yl]piperazine-1-carboxylate